4-chloro-7-methyl-2-(trifluoromethyl)quinoline ClC1=CC(=NC2=CC(=CC=C12)C)C(F)(F)F